CN(C1(CCC2(CN(C(N2)=O)C2=CC(=CC=C2)S(=O)(=O)C)CC1)C1=CC=CC=C1)C cis-8-dimethylamino-3-(3-methylsulfonyl-phenyl)-8-phenyl-1,3-diazaspiro[4.5]decan-2-one